isopropyl 2-chloro-4-fluoro-5-[[(1S)-1-(2-pyrimidin-2-yl-1,2,4-triazol-3-yl)ethyl]carbamoylamino]benzoate ClC1=C(C(=O)OC(C)C)C=C(C(=C1)F)NC(N[C@@H](C)C=1N(N=CN1)C1=NC=CC=N1)=O